(R)-1-(5-fluoro-2-vinylpyridin-3-yl)ethyl (1-methyl-4-(6-methyl-5-(methylsulfonamido)pyridin-2-yl)-1H-1,2,3-triazol-5-yl)carbamate CN1N=NC(=C1NC(O[C@H](C)C=1C(=NC=C(C1)F)C=C)=O)C1=NC(=C(C=C1)NS(=O)(=O)C)C